(R)-2-((1-(2-cyano-3-(4-(3-cyano-2-methylphenyl)piperazin-1-yl)-7-methylquinoxalin-5-yl)ethyl)amino)-benzoic acid C(#N)C1=NC2=CC(=CC(=C2N=C1N1CCN(CC1)C1=C(C(=CC=C1)C#N)C)[C@@H](C)NC1=C(C(=O)O)C=CC=C1)C